tert-Butyl 5-chloro-2-(4-ethoxyphenyl)thiazole-4-carboxylate ClC1=C(N=C(S1)C1=CC=C(C=C1)OCC)C(=O)OC(C)(C)C